[7-Chloro-3-ethyl-6-(1H-tetrazol-5-yl)-imidazo[1,2-a]pyridin-2-yl]-bis-(2-fluoro-phenyl)-methanol ClC1=CC=2N(C=C1C1=NN=NN1)C(=C(N2)C(O)(C2=C(C=CC=C2)F)C2=C(C=CC=C2)F)CC